3-methyl-pyrrolidone formate C(=O)O.CC1C(NCC1)=O